1-(4-fluoro-3-(3-morpholinoquinoxaline-6-carbonyl)phenyl)-3-(4-fluoro-3-(trifluoromethyl)phenyl)urea FC1=C(C=C(C=C1)NC(=O)NC1=CC(=C(C=C1)F)C(F)(F)F)C(=O)C=1C=C2N=C(C=NC2=CC1)N1CCOCC1